7-(5-(5-((1R,5S,8s)-8-hydroxy-3-azabicyclo[3.2.1]octan-3-yl)-1,3,4-thiadiazol-2-yl)-4-(isopropylamino)pyridin-2-yl)pyrrolo[1,2-b]pyridazine-3-carbonitrile OC1[C@H]2CN(C[C@@H]1CC2)C2=NN=C(S2)C=2C(=CC(=NC2)C2=CC=C1N2N=CC(=C1)C#N)NC(C)C